N1C=CC2=CC=C(C=C12)C1=NC2=C(N1C(C(=O)O)CC(C)C)C=CC=C2 2-[2-(1H-indol-6-yl)-benzimidazol-1-yl]-4-methyl-pentanoic acid